(5-((6-((S)-3-benzylisoxazolidin-2-yl)pyrimidin-4-yl)amino)-4-methoxy-2-(4-morpholinopiperidin-1-yl)phenyl)acrylamide C(C1=CC=CC=C1)[C@@H]1N(OCC1)C1=CC(=NC=N1)NC=1C(=CC(=C(C1)C(C(=O)N)=C)N1CCC(CC1)N1CCOCC1)OC